ClC=1C=C(C=CC1F)NC(=O)C=1C=2CC[C@@H](C2C(=CC1)F)NS(NC1CC1)(=O)=O (S)-N-(3-chloro-4-fluorophenyl)-1-((N-cyclopropylsulfamoyl)amino)-7-fluoro-2,3-dihydro-1H-indene-4-carboxamide